C(C1=CC=C(N)C=C1)(C1=CC=C(N)C=C1)C1=CC=C(N)C=C1 4,4',4''-methanetriyltrianiline